NC=1SC2=C(N1)C=C(C(=C2)N(C(=O)NC2=CC=C(C=C2)Cl)CCCC(=O)N)Cl {2-[1-(2-amino-5-chlorobenzo[d]thiazol-6-yl)-3-(4-chlorophenyl)ureido]ethyl}acetamide